4-(4-(3-butylthioureido)phenyl)-7H-pyrrolo[2,3-d]pyrimidin C(CCC)NC(NC1=CC=C(C=C1)C=1C2=C(N=CN1)NC=C2)=S